NC=1C2=C(N=CN1)N(C(=C2C(=O)NC2=CC=C(C=C2)COC)C#CC=2C=NN(C2C)C)C2(CC2)C 4-amino-6-((1,5-dimethyl-1H-pyrazol-4-yl)ethynyl)-N-(4-(methoxymethyl)phenyl)-7-(1-methylcyclopropyl)-7H-pyrrolo[2,3-d]pyrimidine-5-carboxamide